1-(4-fluoro-2-methylbenzyl)cyclobutane-1-carbonitrile FC1=CC(=C(CC2(CCC2)C#N)C=C1)C